[Cl-].C(CCCCCCCCCCCCC)(=O)NCCC[NH+]1C=NC=C1.C(CCCCCCCCCCCCC)(=O)NCCC[NH+]1C=NC=C1.[Cl-] bis(1-(3-tetradecanamidopropyl)-1H-imidazol-1-ium) chloride